(S)-1-tert-butyl 2-methyl 5-bromo-3,4-dihydropyridine-1,2(2H)-dicarboxylate BrC=1CC[C@H](N(C1)C(=O)OC(C)(C)C)C(=O)OC